C1(CC1)C=1C=C(OC=2C(=C(N=NC2)C(C)C)C(=O)NC[C@H](F)C2=C(C=C(C=C2)Cl)Cl)C=CC1 5-(3-cyclopropylphenoxy)-N-[(2R)-2-(2,4-dichlorophenyl)-2-fluoro-ethyl]-3-isopropyl-pyridazine-4-carboxamide